2-chloro-4-((4-methoxybenzyl)oxy)-5-methylpyridine ClC1=NC=C(C(=C1)OCC1=CC=C(C=C1)OC)C